FC1=CC=2C(=C3N(C2C=C1)CCCOC3)C(=O)O 9-fluoro-4,5-dihydro-1H,3H-[1,4]oxazepino[4,3-a]indole-11-carboxylic acid